(1S,4S)-(+)-2,5-diazabicyclo[2.2.1]heptane dihydrobromide C1[C@H]2CN[C@@H]1CN2.Br.Br